Nicotinamide dihydrochloride Cl.Cl.C(C1=CN=CC=C1)(=O)N